CCCCOC(=O)C1=CC=C(C=C1)O N-butyl p-hydroxybenzoate